N[C@@H]1CC(N(C1)C1=CC=C(C=C1)S(=O)(=O)N1CCN(CC1)C1=NC(=CC(=C1)C(F)(F)C1CCC(CC1)NCC(CO)(F)F)Cl)=O (4R)-4-amino-1-[4-[4-[6-chloro-4-[[4-[(2,2-difluoro-3-hydroxy-propyl)amino]cyclohexyl]-difluoro-methyl]-2-pyridyl]piperazin-1-yl]sulfonylphenyl]pyrrolidin-2-one